C1(CC1)C=1C=CC(=NC1F)C(NC(=O)C1N(CC(C1)F)C(CN1N=NC=C1N1CC(C1)(F)F)=O)C1=CC=CC=C1 N-[(5-cyclopropyl-6-fluoropyridin-2-yl)(phenyl)methyl]-1-{2-[5-(3,3-difluoroazetidin-1-yl)-1H-1,2,3-triazol-1-yl]acetyl}-4-fluoropyrrolidine-2-carboxamide